4-bromo-3-[(2-chloropyridin-3-yl)methyl]-1-methyl-1H-pyrazole-5-carbonitrile BrC=1C(=NN(C1C#N)C)CC=1C(=NC=CC1)Cl